C(C1=CC=CC=C1)OC(=O)N1C[C@H]([C@H](CC1)O[Si](C1=CC=CC=C1)(C1=CC=CC=C1)C(C)(C)C)F.ClC1=C(C=NN1[C@H]1[C@@H](CN(CC1)C1(COC1)C)F)[N+](=O)[O-] trans-4-(5-chloro-4-nitro-1H-pyrazol-1-yl)-3-fluoro-1-(3-methyloxetan-3-yl)piperidine benzyl-cis-4-((tert-butyldiphenylsilyl)oxy)-3-fluoropiperidine-1-carboxylate